O1CCN(CC1)C1=CC2=C(SC=C2C=O)C=C1 5-morpholinobenzo[b]thiophene-3-carbaldehyde